C(=O)OC1=C(C2=CC=C(C=C2C=C1)[N+](=O)[O-])SCCN(CC)CC diethylaminoethylthio-(6-nitro-2-naphthyl) formate